C(C)C=1C=C(C=CC1NC1=NNC(=C1)C1=CC=C(C=C1)O)O 3-ethyl-4-((5-(4-hydroxyphenyl)-1H-pyrazol-3-yl)amino)phenol